(R)-1-(7-(3-methyl-1H-pyrazol-5-yl)-2-(3-methylmorpholino)imidazo[1,5-b]pyridazin-4-yl)cyclopropane-1-carbonitrile CC1=NNC(=C1)C1=NC=C2N1N=C(C=C2C2(CC2)C#N)N2[C@@H](COCC2)C